5-(1-(cyclopropylmethyl)hydrazineyl)-4-(methoxymethyl)-2H-benzo[b][1,4]oxazin-3(4H)-one C1(CC1)CN(N)C1=CC=CC=2OCC(N(C21)COC)=O